C(C)(C)(C)OC(N[C@H]1CSC2=C(N(C1=O)CC1=CC=C(C=C1)Cl)C=C(C(=C2)F)C(NN)=O)=O N-[(3R)-7-carbazoyl-5-(4-chlorobenzyl)-8-fluoro-4-keto-2,3-dihydro-1,5-benzothiazepin-3-yl]carbamic acid tert-butyl ester